ClC1=NC=C(C(=C1)N1CCC(CC1)CCO)C#CC=1C=NN(C1C1CC1)C 2-(1-(2-chloro-5-((5-cyclopropyl-1-methyl-1H-pyrazol-4-yl)ethynyl)pyridin-4-yl)piperidin-4-yl)ethan-1-ol